COC1=CC(=CC2=C1C(=NO2)NS(=O)(=O)C2=CC(=CC=C2)N2CCNCC2)CN2N=CC=C2 N-[4-methoxy-6-(pyrazol-1-ylmethyl)-1,2-benzoxazol-3-yl]-3-piperazin-1-ylbenzene-sulfonamide